O=C1CNCS1 5-oxo-2,3-dihydro-5H-thiazole